4-(6-amino-5-chloropyridin-2-yl)-N-(5-chloro-3-methyl-1H-pyrazol-4-yl)-5-fluoro-2-isopropoxybenzamide NC1=C(C=CC(=N1)C1=CC(=C(C(=O)NC=2C(=NNC2Cl)C)C=C1F)OC(C)C)Cl